COC(=O)C=1NC2=CC=C(C(=C2C1C)Br)Cl 4-Bromo-5-chloro-3-methyl-1H-indole-2-carboxylic acid methyl ester